BrC1=NC=CC(=C1F)N1CCN(CC1)CC=1C=C2C(N(C(C2=CC1)=O)C1C(NC(CC1)=O)=O)=O 5-((4-(2-bromo-3-fluoropyridin-4-yl)piperazin-1-yl)methyl)-2-(2,6-dioxopiperidin-3-yl)isoindoline-1,3-dione